Cl.N[C@H](C(=O)OC)CCC(N1CC(CCC1)C1=CC=CC=C1)=O methyl (2S)-2-amino-5-oxo-5-(3-phenylpiperidin-1-yl)pentanoate hydrochloride